[Li+].C(CCCCCCCC)C(C(=O)[O-])C(=O)[O-].[Li+] 2-nonylpropanedioic acid lithium salt